[Si](C)(C)(C)C=[N+]=[N-] TMSdiazomethane